penta-methyl-1,3-diethylcyanobenzene CC1(C(C(C(C=C1)(CC)C)(C#N)C)(CC)C)C